2-(4-cyclopropyl-3-(2-ethoxyvinyl)-6-oxopyridazin-1(6H)-yl)-4-methylpentanoic acid methyl ester COC(C(CC(C)C)N1N=C(C(=CC1=O)C1CC1)C=COCC)=O